di-tert-butyl (2,2-difluoro-5-oxopentyl)-2-imidodicarbonate FC(CN(C(=O)OC(C)(C)C)C(=O)OC(C)(C)C)(CCC=O)F